S(=O)(=O)(O)C(C(C(=O)[O-])(NC(C=1C(O)=CC(=CC1)N=[N+]=[N-])=O)N1C(CCC1=O)=O)CCC sulfosuccinimidyl-(4-azidosalicylamido)hexanoate